1-(6-bromoquinolin-3-yl)ethan-1-ol BrC=1C=C2C=C(C=NC2=CC1)C(C)O